3-((chlorosulfonyl)methyl)-3-cyanopiperidine-1-carboxylic acid benzyl ester C(C1=CC=CC=C1)OC(=O)N1CC(CCC1)(C#N)CS(=O)(=O)Cl